C(CCCCCCC)OC(CCCCC(=O)OCCCCCCCC)=O dioctyladipate